(S)-N-(2,6-dimethyl-pyrimidin-4-yl)-5-[5-[(5,5-dimethyltetrahydrofuran-3-yl)methoxy]-2-methyl-4-pyridyl]pyrazolo[1,5-a]pyridin-2-amine CC1=NC(=CC(=N1)NC1=NN2C(C=C(C=C2)C2=CC(=NC=C2OC[C@@H]2COC(C2)(C)C)C)=C1)C